C1=CC2=C(C=CC3=C2C(=C1)C(=O)OC3=O)S(=O)(=O)[O-].[K+] 4-sulfo-1,8-naphthalic anhydride potassium salt